2-acrylamido-4-(4-(3,3,3-trifluoropropyl)piperazin-1-yl)benzoic acid ethyl ester C(C)OC(C1=C(C=C(C=C1)N1CCN(CC1)CCC(F)(F)F)NC(C=C)=O)=O